10-hydroxybenzoquinoline OC1=CC=CC2=CC=C3C=CC=NC3=C21